Methyl 2-[(4-bromo-2,5-difluoro-phenyl)methyl]-3-[(3S)-4,4-dimethyltetrahydrofuran-3-yl]-6-fluoro-benzimidazole-5-carboxylate BrC1=CC(=C(C=C1F)CC=1N(C2=C(N1)C=C(C(=C2)C(=O)OC)F)[C@@H]2COCC2(C)C)F